C(CCCCCCC)[Si](I)(C)C octyl-dimethyl-iodosilane